F[C@H]1[C@@H]2C=C[C@H](C[C@H]1OC1=CN=C(N=N1)C1=C(C=C(C=C1)C1=CC(=NC=C1)OC)O)N2 2-(6-(((1S,2S,3R,5S)-2-fluoro-8-azabicyclo[3.2.1]oct-6-en-3-yl)oxy)-1,2,4-triazin-3-yl)-5-(2-methoxypyridin-4-yl)phenol